BrC1=C2CCCN(C2=CC=C1)C1=NC(=NC2=CC=C(C=C12)F)NN [4-(5-bromo-3,4-dihydro-2H-quinolin-1-yl)-6-fluoro-quinazolin-2-yl]hydrazine